N12C([C@@H]([C@@H](CC1)C2)C(=O)OC)C(=O)OC(C)(C)C 2-(tert-butyl) 3-methyl (1S,3R,4R)-azabicyclo[2.2.1]heptane-2,3-dicarboxylate